(3a,8-bis(naphthalen-1-ylmethyl)-3,3a,8,8a-tetrahydropyrrolo[2,3-b]indol-1(2H)-yl)(p-tolyl)methanone C1(=CC=CC2=CC=CC=C12)CC12C(N(C3=CC=CC=C13)CC1=CC=CC3=CC=CC=C13)N(CC2)C(=O)C2=CC=C(C=C2)C